[IH2+].C(CC)N1CN(C=C1)C 1-propyl-3-methylimidazole iodonium salt